(S)-2-amino-4-(isopropylamino)butanoic acid N[C@H](C(=O)O)CCNC(C)C